4-(2,5-dioxo-4-propylimidazolidin-4-yl)benzoic acid O=C1NC(C(N1)(CCC)C1=CC=C(C(=O)O)C=C1)=O